2-[(3a,4,5,6,7,7a-Hexahydro-4,7-methano-1H-inden-6-yl)oxy]ethyl acrylate C(C=C)(=O)OCCOC1CC2C3C=CCC3C1C2